ClC=1C=CC(=NC1)NC(=O)[C@@H](CC(C)(C)C)NC(OC(C)(C)C)=O tert-Butyl N-[(1R)-1-[(5-chloro-2-pyridyl)carbamoyl]-3,3-dimethyl-butyl]carbamate